2-(6-{5-chloro-2-[(oxacyclohex-4-yl)amino]pyrimidin-4-yl}-1-oxo-2,3-dihydro-1H-isoindol-2-yl)-N-[2-hydroxy-1-(pyridin-2-yl)ethyl]acetamide ClC=1C(=NC(=NC1)NC1CCOCC1)C1=CC=C2CN(C(C2=C1)=O)CC(=O)NC(CO)C1=NC=CC=C1